(4-carbamoyl-bicyclo[2.1.1]hex-1-yl)carbamic acid tert-butyl ester C(C)(C)(C)OC(NC12CCC(C1)(C2)C(N)=O)=O